BrC=1C(=NC=C(C1)C(C)(C)O)C(=O)OC methyl 3-bromo-5-(2-hydroxypropan-2-yl)picolinate